C(C1=CC=CC=C1)OC1=C(C(=CC=C1)OC)C1=CC=C(N=N1)N(C1CC(NC(C1)(C)C)(C)C)C 6-(2-(Benzyloxy)-6-methoxyphenyl)-N-methyl-N-(2,2,6,6-tetramethylpiperidin-4-yl)pyridazin-3-amine